FC(OC=1C=C(C=CC1)N1C(C(C2=CC(=CC(=C12)F)C(=O)NC1(CCS(CC1)(=O)=O)C)(C)C)=O)F 1-[3-(difluoromethoxy)phenyl]-7-fluoro-3,3-dimethyl-N-(4-methyl-1,1-dioxo-thian-4-yl)-2-oxo-indoline-5-carboxamide